C(C)(C)(C)OC(=O)N1C(=CC=CC=C1)N1CC2=C(C3=C(N=CN=C3N)N2CC1)Br (4-amino-5-bromo-8,9-dihydropyrazino[1',2':1,5]pyrrolo[2,3-d]pyrimidin-7(6H)-yl)azepine-1-carboxylic acid tert-butyl ester